N-cyclopropyl-3-(2-methyl-1-oxoisoquinolin-4-yl)benzenesulfonamide C1(CC1)NS(=O)(=O)C1=CC(=CC=C1)C1=CN(C(C2=CC=CC=C12)=O)C